tert-butyl ((5-([1,1'-biphenyl]-3-ylthio)thiophen-2-yl)methyl)carbamate C1(=CC(=CC=C1)SC1=CC=C(S1)CNC(OC(C)(C)C)=O)C1=CC=CC=C1